COC1=C(C=CC=C1)C=1OC(C(N1)=CC1=C(C2=C(N=C(N=C2C)C)S1)C)=O 2-(2-methoxyphenyl)-4-((2,4,5-trimethylthieno[2,3-d]pyrimidin-6-yl)methylene)oxazole-5(4H)-On